glutaconic acid monoethyl ester C(C)OC(C=CCC(=O)O)=O